N-(1H-pyrrolo[2,3-b]pyridin-3-yl)-1H-imidazole-1-carboxamide N1C=C(C=2C1=NC=CC2)NC(=O)N2C=NC=C2